ClC1=C(C=C(C=C1)C1=CN(C(C=C1)=O)C(C)C)CC(C(NC1=CC=C(C=C1)N1N=CC=C1)=O)NC(=O)C=1N(N=CC1)C N-[1-[[2-chloro-5-(1-isopropyl-6-oxo-3-pyridyl)phenyl]methyl]-2-oxo-2-(4-pyrazol-1-ylanilino)ethyl]2-methyl-pyrazole-3-carboxamide